C(#C)[Si](C=1SC=CC1)(C=1SC=CC1)C=1SC=CC1 ethynyltri(2-thienyl)silane